N-(4-(2-(4-(methyl((trans)-4-((N-methylsulfamoyl)methyl)cyclohexyl)amino)-7H-pyrrolo[2,3-d]pyrimidin-7-yl)-2-oxoethyl)phenyl)acetamide CN(C=1C2=C(N=CN1)N(C=C2)C(CC2=CC=C(C=C2)NC(C)=O)=O)[C@@H]2CC[C@H](CC2)CS(NC)(=O)=O